FC1=C(C=CC(=C1)[N+](=O)[O-])CN (2-fluoro-4-nitrophenyl)methanamine